C1(CC1)C1=C(C=C2CCN(CC2=C1)C(C(F)(F)F)=O)NC1=NC=C(C(=N1)C1=CC(=CS1)C(=O)OC)C(F)(F)F methyl 5-(2-((7-cyclopropyl-2-(2,2,2-trifluoroacetyl)-1,2,3,4-tetrahydroisoquinolin-6-yl)amino)-5-(trifluoromethyl)pyrimidin-4-yl)thiophene-3-carboxylate